tert-butyl N-(3-amino-2-hydroxy-propyl)-N-[3-(tert-butoxycarbonylamino)propyl]carbamate NCC(CN(C(OC(C)(C)C)=O)CCCNC(=O)OC(C)(C)C)O